NC=1C2=C(N=CN1)N(C=C2C=2SC1=C(C2)C=C(C=C1OC)C)C1CN(CC1)C(CC#N)=O 3-(3-(4-amino-5-(7-methoxy-5-methylbenzothiophen-2-yl)-7H-pyrrolo[2,3-d]pyrimidin-7-yl)pyrrolidin-1-yl)-3-oxopropanenitrile